OC(CS(=O)(=O)O)COC(C(=C)C)=O 2-hydroxy-3-(methacryloyloxy)-1-propanesulfonic acid